C(C1=CC=CC=C1)N1N=CC(=C1C)C(CN1C(C(=CC(=C1)C#C)F)=O)=O 1-(2-(1-benzyl-5-methyl-1H-pyrazol-4-yl)-2-oxoethyl)-5-ethynyl-3-fluoropyridin-2(1H)-one